ClC=1C=CC(=C(C1)C=1N=C(SC1SC(C)C)N1N=C(C(=C1C(=O)O)C1=CC(=NC(=C1)C)C)C)F 1-(4-(5-chloro-2-fluorophenyl)-5-(isopropylthio)thiazol-2-yl)-4-(2,6-dimethylpyridin-4-yl)-3-methyl-1H-pyrazole-5-carboxylic acid